FC1=C(C=CC=C1)C1=CC(=CN1S(=O)(=O)C1=CC=C(C)C=C1)CNC([2H])([2H])[2H] N-((5-(2-fluorophenyl)-1-tosyl-1H-pyrrol-3-yl)methyl)methane-d3-amine